2-fluoro-1-isothiocyanato-4-(trifluoromethoxy)benzene FC1=C(C=CC(=C1)OC(F)(F)F)N=C=S